4-aminopyridine-methanol NC1=CC(=NC=C1)CO